1-(4-(aminomethyl)-1-oxoisoindolin-2-yl)dihydropyrimidine-2,4(1h,3h)-dione NCC1=C2CN(C(C2=CC=C1)=O)N1C(NC(CC1)=O)=O